3-((2-methyl-2H-indazol-5-yl)thio)propionic acid methyl ester COC(CCSC1=CC2=CN(N=C2C=C1)C)=O